CC1=CC=C(C=C1)S(=O)(=O)OCCCCCCCCCCCOCC1=CC=CC=C1 (benzyloxy)undecyl 4-methylbenzenesulfonate